(S)-2-(8-chloro-2-(pyrazolo[1,5-a]pyridine-2-carbonyl)-2,3-dihydro-1H-pyrrolo[3,2,1-ij]quinazolin-7-carboxamido)-3-(3-(methylsulfonyl)phenyl)propionic acid ClC1=CC=2CN(CN3C2C(=C1C(=O)N[C@H](C(=O)O)CC1=CC(=CC=C1)S(=O)(=O)C)C=C3)C(=O)C3=NN1C(C=CC=C1)=C3